3-[(1R,2S)-2-boronocyclopropyl]-2-hydroxy-6-[(1-{[(2R)-morpholin-2-yl]acetyl}azetidin-3-yl)oxy]benzoic acid B(O)(O)[C@@H]1[C@@H](C1)C=1C(=C(C(=O)O)C(=CC1)OC1CN(C1)C(C[C@@H]1CNCCO1)=O)O